5-((4-methylbenzyl)thio)-1,3,4-thiadiazol-2-amine CC1=CC=C(CSC2=NN=C(S2)N)C=C1